FCCCN1C[C@H](CC1)OC1=CC=C(C=C1)C1=C(CCS(C2=C1C=CC(=C2)O)(=O)=O)C2=CC(=CC=C2)O 5-[4-[(3S)-1-(3-fluoropropyl)pyrrolidin-3-yl]oxyphenyl]-4-(3-hydroxyphenyl)-1,1-dioxo-2,3-dihydro-1λ6-benzothiepin-8-ol